BrC1=C(C=C2C(=NC(=NC2=C1)Cl)N1C[C@@H](N(CC1)C(=O)OC(C)(C)C)CC#N)Cl tert-butyl (S)-4-(7-bromo-2,6-dichloroquinazolin-4-yl)-2-(cyanomethyl)piperazine-1-carboxylate